(3-(4-(1-aminoethyl)-4-methylpiperidin-1-yl)-6-(3-chloro-2-(4-(hydroxymethyl)piperidin-1-yl)pyridin-4-ylthio)pyrazin-2-yl)methanol NC(C)C1(CCN(CC1)C=1C(=NC(=CN1)SC1=C(C(=NC=C1)N1CCC(CC1)CO)Cl)CO)C